isobutyl trifluoroacetate ((4-(aminomethyl)phenyl)(imino)methyl)carbamate NCC1=CC=C(C=C1)C(=N)NC(O)=O.FC(C(=O)OCC(C)C)(F)F